quinazoline-7-carboxylic acid cyclohexyl ester C1(CCCCC1)OC(=O)C1=CC=C2C=NC=NC2=C1